C(C)OC(=O)C=1C=NN(C1C=1C(=NC(=CC1)NC)F)CC 1-ethyl-5-(2-fluoro-6-(methylamino)pyridin-3-yl)-1H-pyrazole-4-carboxylic acid ethyl ester